C1(CC1)N(C1=CN=CN=N1)C1C[C@@H]2CC(C[C@H](C1)N2)(F)F 6-{cyclopropyl[(1R,3r,5S)-7,7-difluoro-9-azabicyclo[3.3.1]nonan-3-yl]amino}-1,2,4-triazin